3-methyl-4-[(2R,3R)-2-(2-chloro-3-methyl-phenyl)pyrrolidine-3-yl]morpholine hydrochloride Cl.CC1N(CCOC1)[C@H]1[C@H](NCC1)C1=C(C(=CC=C1)C)Cl